COCC1C[C@H](NC1=O)COC1=NC=CC2=CC(=C(C=C12)OC(C)C)C(=O)N 1-{[(2S)-4-(methoxymethyl)-5-oxopyrrolidin-2-yl]methoxy}-7-(propan-2-yloxy)isoquinoline-6-carboxamide